7-cholestanol-d7 C(C(C([2H])([2H])[2H])(CCC[C@@H](C)[C@H]1CC[C@H]2[C@@H]3C(CC4CCCC[C@]4(C)[C@H]3CC[C@]12C)O)[2H])([2H])([2H])[2H]